8-(5-Fluoro-2-methoxypyridin-4-yl)-9-(4-((1-(3-fluoropropyl)azetidin-3-yliden)methyl)phenyl)-6,7-dihydro-5H-benzo[7]annulen FC=1C(=CC(=NC1)OC)C=1CCCC2=C(C1C1=CC=C(C=C1)C=C1CN(C1)CCCF)C=CC=C2